N1CC(C1)N1C[C@@H](CCC1)NC1=CC=C(N=N1)C1=C(C=C(C=C1C)C(F)(F)F)O (R)-2-(6-((1-(Azetidin-3-yl)piperidin-3-yl)amino)pyridazin-3-yl)-3-methyl-5-(trifluoromethyl)phenol